4-{5-[(R)-(1,3-dimethyl-azetidin-3-yl)-hydroxy-(4-isopropyl-phenyl)-methyl]-pyridin-3-yloxymethyl}-piperidine-1-carboxylic acid tert-butyl ester C(C)(C)(C)OC(=O)N1CCC(CC1)COC=1C=NC=C(C1)[C@](C1=CC=C(C=C1)C(C)C)(O)C1(CN(C1)C)C